(2S,4R)-2-formylamino-4-((4-methoxyphenyl)sulfonylamino)pyrrolidine-1-carboxylic acid tert-butyl ester C(C)(C)(C)OC(=O)N1[C@@H](C[C@H](C1)NS(=O)(=O)C1=CC=C(C=C1)OC)NC=O